N1CC(C1)NC(=O)C1=NC=C(C=N1)C=1C=CC=2N(C1)C(=C(N2)CC)N(C)C=2SC(=C(N2)C2=CC=C(C=C2)F)C#N N-(azetidin-3-yl)-5-(3-((5-cyano-4-(4-fluorophenyl)thiazol-2-yl)(methyl)amino)-2-ethylimidazo[1,2-a]pyridin-6-yl)pyrimidine-2-carboxamide